O1C[C@@H](OC2=NC=CC=C21)C2=CC=C(CN1CCC(CC1)OCC(=O)N)C=C2 2-{1-[(S)-4-(2,3-dihydro-[1,4]dioxino[2,3-b]pyridin-3-yl)-benzyl]-piperidin-4-yloxy}-acetamide